CN(C1=C(C(=O)NCC2=CC=CC3=CC=CC=C23)C=C(C=C1)[N+](=O)[O-])C 2-(dimethylamino)-N-(naphthalen-1-ylmethyl)-5-nitrobenzamide